CC1=C2C(=CC=NC2=CC=N1)N1CCCC1 5-methyl-4-(pyrrolidin-1-yl)-1,6-naphthyridine